N-((1-(5-((tert-butyldimethylsilyl)oxy)pentyl)-1H-pyrazol-5-yl)methyl)-5-(2-fluoropyridin-3-yl)-1-isopropyl-N-(4-methoxybenzyl)-3-methyl-1H-pyrazolo[4,3-b]pyridin-7-amine [Si](C)(C)(C(C)(C)C)OCCCCCN1N=CC=C1CN(C1=C2C(=NC(=C1)C=1C(=NC=CC1)F)C(=NN2C(C)C)C)CC2=CC=C(C=C2)OC